N-(beta-aminoethyl)-gamma-aminopropyl-methyl-dimethoxysilicon NCCNCCC[Si](OC)(OC)C